BrC1=C(C=C(C=C1)C(C)N1C[C@@H](N(C[C@H]1C)C(=O)OC(C)(C)C)C)F tert-butyl (2S,5R)-4-(1-(4-bromo-3-fluorophenyl)ethyl)-2,5-dimethylpiperazine-1-carboxylate